2-(2-Chlorophenyl)-N-(3-((3-hydroxypropyl)sulfonamido)-5-(1-methyl-1H-pyrazol-4-yl)phenyl)acetamide ClC1=C(C=CC=C1)CC(=O)NC1=CC(=CC(=C1)C=1C=NN(C1)C)NS(=O)(=O)CCCO